CN1C=NC=2C1=NC=C(C2)B(O)O (3-methyl-3H-imidazo[4,5-b]pyridin-6-yl)boronic acid